6-(1-(difluoromethyl)cyclopropyl)-1,2-dimethylpyrido[3,4-d]pyrimidin-4(1H)-one FC(C1(CC1)C1=CC2=C(N(C(=NC2=O)C)C)C=N1)F